C(C[N-]CCCCCCCC\C=C/C[C@H](O)CCCCCC)[N-]CCCCCCCC\C=C/C[C@H](O)CCCCCC N,N'-ethylenebis(ricinoleylamide)